BrC1C2N(C(C1CC2=C(F)F)=O)C(=O)OC(C)(C)C 7-bromo-6-(difluoromethylen)-2-(tert-butoxycarbonyl)-2-azabicyclo[2.2.1]heptan-3-one